FC1=C(C=CC(=C1)C=1C=C(C=2N=C(N=CC2N1)NCCN(C)CCOC)C(C)C)NS(=O)(=O)CC1=CC=CC=C1 N-(2-fluoro-4-(8-isopropyl-2-((2-((2-methoxyethyl)(methyl)amino)ethyl)amino)pyrido[3,2-d]pyrimidin-6-yl)phenyl)-1-phenyl-methanesulfonamide